[Fe].[Cu] copper iron